tert-butyl 4-[[6-cyano-1-(2,2,2-trifluoroethyl)indol-4-yl]amino]-3-fluoro-piperidine-1-carboxylate C(#N)C1=CC(=C2C=CN(C2=C1)CC(F)(F)F)NC1C(CN(CC1)C(=O)OC(C)(C)C)F